CC(CC)CC 3-methyl-Pentan